C(#N)C1=NC2=CC(=CC(=C2N=C1N1COCC2(C1)N1C(COC2)CCC1)[C@@H](C)NC1=C(C(=O)O)C=CC=C1)C 2-(((1R)-1-(2-cyano-7-methyl-3-(tetrahydro-1H,3H-spiro[pyrrolo[2,1-c][1,4]oxazine-4,5'-[1,3]oxazinan]-3'-yl)quinoxalin-5-yl)ethyl)amino)-benzoic acid